F/C=C/C=1C(=NON1)C(=O)N 4-((E)-2-fluorovinyl)-1,2,5-oxadiazole-3-carboxamide